(S)-2-((tert-butoxycarbonyl)amino)-4-pentynoic acid C(C)(C)(C)OC(=O)N[C@H](C(=O)O)CC#C